(S)-N-(2,3-Difluoro-4-(2-(piperidin-3-ylamino)quinazolin-6-yl)phenyl)-1-phenylmethanesulfonamide FC1=C(C=CC(=C1F)C=1C=C2C=NC(=NC2=CC1)N[C@@H]1CNCCC1)NS(=O)(=O)CC1=CC=CC=C1